3-tosyl-1,2-dihydroxypropanediol S(=O)(=O)(C1=CC=C(C)C=C1)CC(C(O)(O)O)O